N,O-dimethyl-hydroxylamine t-butyl-2-cyanoacrylate C(C)(C)(C)OC(C(=C)C#N)=O.CNOC